Anti-phosphoric acid platinum [Pt].P(O)(O)(O)=O